OC(COC=1C=C(C=2N(C1)N=CC2C#N)C=2C=NC(=CC2)N2CCC(CC2)(CC2=NC=C(N=C2)C)O)(C)C 6-(2-hydroxy-2-methylpropoxy)-4-(6-(4-hydroxy-4-((5-methylpyrazin-2-yl)methyl)piperidin-1-yl)pyridin-3-yl)pyrazolo[1,5-a]pyridine-3-carbonitrile